(4aR,6R,7R,8R,8aR)-8-(4-(4-bromo-3-fluorophenyl)-1H-1,2,3-triazol-1-yl)-7-methoxy-2,2-dimethylhexahydropyrano[3,2-d][1,3]dioxine-6-carboxylic acid BrC1=C(C=C(C=C1)C=1N=NN(C1)[C@@H]1[C@H]([C@@H](O[C@H]2[C@@H]1OC(OC2)(C)C)C(=O)O)OC)F